N(C1=CC=CC=C1)C1=C(N(C2=[NH+]C=CC=C2)F)C=CC=C1 2-(2-anilino-fluoroanilino)-pyridinium